(3'R)-6-Chloro-5-fluoro-1'-(2-(2,2,2-trifluoro-1-(4-fluorophenyl)ethyl)-1H-imidazole-5-carbonyl)spiro[benzo[d][1,3]oxazine-4,3'-piperidin]-2(1H)-one ClC1=C(C2=C(NC(O[C@@]23CN(CCC3)C(=O)C3=CN=C(N3)C(C(F)(F)F)C3=CC=C(C=C3)F)=O)C=C1)F